BrC1=CC(=NN(C1=O)C)C(=O)OC methyl 5-bromo-1-methyl-6-oxo-1,6-dihydropyridazine-3-carboxylate